C(C=C)(=O)N1CC(C1)N1N=C(C(=C1)C(=O)N)C#CC1=CC(=CC(=C1)OC)OC 1-(1-acryloyl-azetidin-3-yl)-3-((3,5-dimethoxyphenyl)ethynyl)-1H-pyrazole-4-carboxamide